1-methyl-5,10-dihydrophenazine CC1=CC=CC=2NC3=CC=CC=C3NC12